1-Chloro-4-(β-D-glucopyranos-1-yl)-2-[4-((S)-tetrahydrofuran-3-yloxy)-benzyl]-benzol ClC1=C(C=C(C=C1)[C@]1(O)[C@H](O)[C@@H](O)[C@H](O)[C@H](O1)CO)CC1=CC=C(C=C1)O[C@@H]1COCC1